CN1C(C2=C(C(=C1)C1=CC(=CC3=C1OC(C(N3C)=O)(C)C)S(=O)(=O)C)NC(=C2)C(=O)OCC)=O ethyl 5-methyl-4-oxo-7-(2,2,4-trimethyl-6-(methylsulfonyl)-3-oxo-3,4-dihydro-2H-benzo[b][1,4]oxazin-8-yl)4,5-dihydro-1H-pyrrolo[3,2-c]pyridine-2-carboxylate